N1=NC(=CC2=C1C1=C(CCC2)C=CC=C1)N1N=C(N=C1N)NC1=CC(=C(C=C1)N1CC(CCC1)N1CCCC1)F 1-(6,7-dihydro-5H-benzo[6,7]cyclohepta[1,2-c]pyridazin-3-yl)-N3-(3-fluoro-4-(3-pyrrolidin-1-yl-piperidin-1-yl)phenyl)-1H-1,2,4-triazole-3,5-diamine